4-(2-methyl-2-n-propyl)cyclohexanol CC(C)(C)C1CCC(CC1)O